6-chloro-4,4-dimethyl-1,2,3,4-tetrahydronaphthalen-1-one ClC=1C=C2C(CCC(C2=CC1)=O)(C)C